perfluorooctyl ethoxy ether C(C)OOC(C(C(C(C(C(C(C(F)(F)F)(F)F)(F)F)(F)F)(F)F)(F)F)(F)F)(F)F